N-(6-(4-methylpiperazin-1-yl)pyridin-3-yl)-3-(1-oxo-1,2,3,4-tetrahydroisoquinolin-6-yl)-1H-pyrrolo[2,3-b]pyridine-5-carboxamide CN1CCN(CC1)C1=CC=C(C=N1)NC(=O)C=1C=C2C(=NC1)NC=C2C=2C=C1CCNC(C1=CC2)=O